C(C1=CC=CC=C1)NC1=NC(=NN2C1=CC=C2)N2C(=CC1=C(C=CC=C21)NC(CCO)=O)C N-(1-(4-(benzylamino)pyrrolo[2,1-f][1,2,4]triazin-2-yl)-2-methyl-1H-indol-4-yl)-3-hydroxypropanamide